N4-[2-(4-{[(2R,6S)-2,6-dimethylmorpholin-4-yl]methyl}piperidin-1-yl)phenyl]-N1,N1-dimethylbenzene-1,4-disulfonamide C[C@@H]1CN(C[C@@H](O1)C)CC1CCN(CC1)C1=C(C=CC=C1)NS(=O)(=O)C1=CC=C(C=C1)S(=O)(=O)N(C)C